C(C1=CC=CC=C1)OC(=O)N1CCNC([C@@H](C1)NC1=NC=2C(=CC=CC2C=2N1N=C(N2)C=2C=NNC2)C#N)=O (6R)-6-{[7-cyano-2-(1H-pyrazol-4-yl)[1,2,4]triazolo[1,5-c]quinazolin-5-yl]amino}-5-oxo-1,4-diazepan-1-carboxylic acid benzyl ester